4-(hydroxymethyl)benzenediazonium tetrafluoroborate F[B-](F)(F)F.OCC1=CC=C(C=C1)[N+]#N